trans-E-vinylene C#C